C(C)OC(CCC(=O)C1=NC(=CC=C1O)CC1=C(C=C(C=C1Cl)OC)Cl)=O 4-[6-(2,6-Dichloro-4-methoxy-benzyl)-3-hydroxy-pyridin-2-yl]-4-oxo-butyric acid ethyl ester